tert-butyl 4-[4-[3-chloro-4-(2,4-difluorophenoxy)phenyl]sulfonylbutoxy]piperidine-1-carboxylate ClC=1C=C(C=CC1OC1=C(C=C(C=C1)F)F)S(=O)(=O)CCCCOC1CCN(CC1)C(=O)OC(C)(C)C